4-oxo-1,4-dihydroquinoline-6-carboxylic acid methyl ester COC(=O)C=1C=C2C(C=CNC2=CC1)=O